IC12CC(C1)(C2)C(F)(F)F iodo-3-(trifluoromethyl)bicyclo[1.1.1]pentane